propane-1-Sulfonate C(CC)S(=O)(=O)[O-]